NC=1SC=C(N1)CC(=O)N1CC2=CC(=CC=C2CC1)OC1=CC(=C(C=C1)C(F)(F)F)F 2-(2-aminothiazol-4-yl)-1-(7-(3-fluoro-4-(trifluoromethyl)phenoxy)-3,4-dihydroisoquinolin-2(1H)-yl)ethan-1-one